2,4-dichloro-6-(2,4-dihydroxyphenyl)-1,3,5-triazine ClC1=NC(=NC(=N1)Cl)C1=C(C=C(C=C1)O)O